1,4-DIISOCYANOCYCLOHEXANE [N+](#[C-])C1CCC(CC1)[N+]#[C-]